CC1=C(C=C(C=C1)C=1N=NN(N1)C1CC(C1)C(=O)OC)NC(=O)C=1C=NN2C1C=CC=C2 methyl (1r,3r)-3-(5-(4-methyl-3-(pyrazolo[1,5-a]pyridine-3-carboxamido)phenyl)-2H-tetrazol-2-yl)cyclobutane-1-carboxylate